P(OC1=C(C=CC=C1OC)OC)(OC1=C(C=CC=C1OC)OC)OC1=CC=C(C=C1)C=C bis(2,6-dimethoxyphenyl) (4-vinylphenyl) phosphite